N-(2-((1r,4r)-4-aminocyclohexyl)-6-methoxy-2H-indazol-5-yl)-6-(trifluoromethyl)pyridinecarboxamide NC1CCC(CC1)N1N=C2C=C(C(=CC2=C1)NC(=O)C1=NC(=CC=C1)C(F)(F)F)OC